trimethylmethoxymethyl-phosphonium bromide [Br-].C[P+](COC)(C)C